Phosphorus (phosphate) P(=O)([O-])([O-])[O-].[P+3]